NC=1C(=C(C=C2C=C(N=CC12)NC(=O)[C@H]1[C@@H]([C@H]1C)CC#N)C=1C=NC=C(C1C)N)F (1R,2R,3R)-N-(8-amino-6-(5-amino-4-methylpyridin-3-yl)-7-fluoroisoquinolin-3-yl)-2-(cyanomethyl)-3-methylcyclopropane-1-carboxamide